P(O)(O)O.S(CCC(=O)OCCCCCCCCCCCCCCCCCC)CCC(=O)OCCCCCCCCCCCCCCCCCC distearyl thiodipropionate phosphite